C(C)C1=C(C(=CC=C1)CC)N1C(C2=CC=CC=C2C1)=N 2-(2,6-diethylphenyl)isoindoline-1-imine